OCC[N+]1=CC=C(C=C1)C=CC1=CC=C(C=C1)C=O N-(2-hydroxyethyl)-4-(4-formylstyryl)-pyridinium